1-(2-chlorophenyl)-1-phenylmethanamine ClC1=C(C=CC=C1)C(N)C1=CC=CC=C1